(R)-2-(1-(2-methoxyethyl)-1H-pyrazol-4-yl)-N-(2-methyl-5-(2-(pyrrolidin-2-yl)acetamido)pyridin-3-yl)pyrazolo[5,1-b]thiazole-7-carboxamide COCCN1N=CC(=C1)C1=CN2C(S1)=C(C=N2)C(=O)NC=2C(=NC=C(C2)NC(C[C@@H]2NCCC2)=O)C